CC=1C(NC(N(C1)[C@@H]1O[C@@H](CNC1)COC(CCC(=O)O)=O)=O)=O 4-{[(2S,6R)-6-(5-methyl-2,4-dioxo-3,4-dihydropyrimidin-1(2H)-yl)morpholin-2-yl]methoxy}-4-oxobutanoic acid